3-(4-chloro-8-oxo-8,9-dihydropyrazino[1',2':1,5]pyrrolo[2,3-d]pyrimidin-7(6H)-yl)pyrrolidine-1-carboxylic acid tert-butyl ester C(C)(C)(C)OC(=O)N1CC(CC1)N1CC2=CC3=C(N=CN=C3Cl)N2CC1=O